1-(4-(tert-butyl)phenyl)pent-4-en-1-one O-methyloxime CON=C(CCC=C)C1=CC=C(C=C1)C(C)(C)C